(2-fluoro-4-(pyrrolidin-2-yl)phenyl)-6-methoxybenzo[d]imidazo[2,1-b]thiazole-7-carboxamide hydrochloride Cl.FC1=C(C=CC(=C1)C1NCCC1)C=1N=C2SC3=C(N2C1)C=C(C(=C3)C(=O)N)OC